2-(3,5-dibromo-4-((3-isopropyl-1-toluenesulfonyl-1H-pyrrolo[3,2-b]pyridin-5-yl)oxy)phenyl)-3,5-dioxo-2,3,4,5-tetrahydro-1,2,4-triazine-6-carbonitrile BrC=1C=C(C=C(C1OC1=CC=C2C(=N1)C(=CN2S(=O)(=O)CC2=CC=CC=C2)C(C)C)Br)N2N=C(C(NC2=O)=O)C#N